S1C=C(C=C1)CC(=O)O 2-(Thien-3-yl)acetic acid